C1(CC1)C=1C=C(OC2=CNC=3N(C2=O)N=CC3)C=CC1 6-(3-cyclopropylphenoxy)-4H-pyrazolo[1,5-a]pyrimidin-7-one